N[C@H]([C@@H](CN(S(=O)(=O)C1=CC=C(C=C1)[N+](=O)[O-])C[C@@H](C)O)O)CC1=CC=CC=C1 N-((2R,3S)-3-amino-2-hydroxy-4-phenylbutyl)-N-((R)-2-hydroxypropyl)-4-nitrobenzenesulphonamide